[Cl-].C([C@@H](O)[C@H](O)[C@H](O)CO)O D-arabinitol chloride